3-bromo-N-(4-(N-phenethylsulfamoyl)phenyl)benzamide BrC=1C=C(C(=O)NC2=CC=C(C=C2)S(NCCC2=CC=CC=C2)(=O)=O)C=CC1